ClC1=CC=C(C=C1)C(=O)N1CCN(CC1)CC1=CC=2C(C3=CC=C(C=C3NC2C=C1)OC)(C)C (4-chlorophenyl)(4-((6-methoxy-9,9-dimethyl-9,10-dihydroacridin-2-yl)methyl)piperazin-1-yl)methanone